CC=1N=C(NC(C1C)=O)N1N=C(C=C1C1=C(C(=O)N)C=CC=C1[N+](=O)[O-])C (1-(4,5-dimethyl-6-oxo-1,6-dihydropyrimidin-2-yl)-3-methyl-1H-pyrazol-5-yl)-3-nitrobenzamide